N1=CC=C(C=C1)NC=1N=CC2=C(N1)NC=C2C=2C=C1N=CC=NC1=CC2 N-(pyridin-4-yl)-5-(quinoxalin-6-yl)-7H-pyrrolo[2,3-d]pyrimidin-2-amine